COC(=O)[C@@H]1N([C@@H](CC1)CC=O)C(=O)OC(C)(C)C (2r,5s)-5-(2-oxoethyl)pyrrolidine-1,2-dicarboxylic acid 1-(tert-butyl) 2-methyl ester